C1(=CC=CC=C1)NC(=O)N1CCCCC1 N-phenyl-piperidin-1-carboxamide